C(C1=CC=CC=C1)OC=1C(=NC(=NC1)C)N[C@H](C)C=1C=C(C=CC1)C(CO)(F)F (R)-2-(3-(1-((5-(benzyloxy)-2-methylpyrimidine-4-yl)amino)ethyl)phenyl)-2,2-difluoroethane-1-ol